(3S)-hydroxy-2-butanone OCC(CC)=O